FC1=C(C=CC=C1C[C@@H]1N(C[C@@H]([C@@H]1NS(=O)(=O)C1CC1)F)C(=O)C1OCC1)C1=C(C=CC=C1)F N-[(2S,3R,4S)-2-[(2,2'-difluoro[1,1'-biphenyl]-3-yl)methyl]-4-fluoro-1-(oxetane-2-carbonyl)pyrrolidin-3-yl]-cyclopropanesulfonamide